BrC1=CC(=CC=C1)OCC(CC)OC 1-bromo-3-(2-methoxybutoxy)benzene